Tetrahexylsilane C(CCCCC)[Si](CCCCCC)(CCCCCC)CCCCCC